bismuth sodium calcium [Ca].[Na].[Bi]